CC=1NC2=CC=CC=C2C1 Methyl-indole